N-(3-methoxypyridin-2-yl)-3-(4-methylpyridin-2-yl)-1,2,4-thiadiazol-5-amine COC=1C(=NC=CC1)NC1=NC(=NS1)C1=NC=CC(=C1)C